methyl dimethylphosphinate diethyl-methyl-phosphinate C(C)C(P(O)=O)CC.CP(OC)(=O)C